5-(2-methylbutanoyl)-N-methylamino-3-(1-ethylpiperidin-4-yl)-1H-indole CC(C(=O)C=1C=C2C(=CN(C2=CC1)NC)C1CCN(CC1)CC)CC